6-[(2S)-2-aminopropyl]-2-chloro-7-cyclopropyl-N-[(thiophen-2-yl)methyl]thieno[3,2-d]pyrimidin-4-amine formate C(=O)O.N[C@H](CC1=C(C=2N=C(N=C(C2S1)NCC=1SC=CC1)Cl)C1CC1)C